C(C)OC(=O)C1=NOC(=C1)C(C)(C)C 5-(tert-butyl)isoxazole-3-carboxylic acid ethyl ester